tert-butyl N-[2-[2-(benzyloxycarbonylamino)ethyl-[2-(tert-butoxycarbonylamino)ethyl]amino]ethyl]carbamate C(C1=CC=CC=C1)OC(=O)NCCN(CCNC(OC(C)(C)C)=O)CCNC(=O)OC(C)(C)C